C1(CCCC1)S(=O)(=O)C=1N=CC2=C(N1)C(CN(C2=O)CCCCCC(=O)OC(C)(C)C)(CCOCCOCCOCCOC)CCOCCOCCOCCOC tert-butyl 6-(2-(cyclopentanesulfonyl)-5-oxo-8,8-di(2,5,8,11-tetraoxatridecan-13-yl)-7,8-dihydropyrido[4,3-d]pyrimidin-6(5H)-yl)hexanoate